N=1C=NN2C=NC(=CC21)OC2=C(C=C(C=C2)NC2=NC=NC1=CC=C(C(=C21)N2C[C@H]([C@@H](C2)F)N(C)C)OC)C N-(4-([1,2,4]triazolo[1,5-c]pyrimidin-7-yloxy)-3-methylphenyl)-5-((3R,4R)-3-(dimethylamino)-4-fluoropyrrolidin-1-yl)-6-methoxyquinazolin-4-amine